C1(=CC=CC=C1)C1=C(C(=C(C=C1)C=1[Se]C2=C(C1C1=C(C(=CC=3C4=CC=CC=C4CC13)C)C)C=CC=C2)C2=NN=NC=C2)C2=CC=CC=C2 diphenyltriazinyl-[(dimethylfluorenyl)benzoselenophenyl]benzene